(S,E)-2-(4-(2-(2-Cyano-6-(4-(dimethylamino)but-2-enoyl)-4,5,6,7-tetrahydrothieno[2,3-c]pyridin-4-yl)phenyl)-3-(trifluoromethyl)-1H-pyrazol-1-yl)acetamide C(#N)C1=CC2=C(CN(C[C@H]2C2=C(C=CC=C2)C=2C(=NN(C2)CC(=O)N)C(F)(F)F)C(\C=C\CN(C)C)=O)S1